CN(CCNC(C(CCSCCC(=O)OCCCCCC)NC(C(CCCCCCCC)CCCCCC)=O)=O)C hexyl 3-((4-((2-(dimethylamino)ethyl)amino)-3-(2-hexyldecanamido)-4-oxobutyl)thio)propanoate